N=1C=2N(C=CC1N1CCN(CC1)CC1CCN(CC1)C1=C3C(N(C(C3=CC=C1)=O)N1C(NC(CC1)=O)=O)=O)C1=C(N2)C=CC=C1 4-(4-((4-(Benzo[4,5]imidazo[1,2-a]pyrimidin-2-yl)piperazin-1-yl)methyl)piperidin-1-yl)-2-(2,4-dioxotetrahydropyrimidin-1(2H)-yl)isoindoline-1,3-dione